F[C@@H]\1[C@]2(CC[C@@](C/C1=C/C=1N=CC(=NC1)C1=C(C=C(C=C1)N1C=NC=C1)O)(N2)C)C 2-(5-((Z)-((1r,2s,5s)-2-fluoro-1,5-dimethyl-8-azabicyclo[3.2.1]oct-3-ylidene)methyl)pyrazin-2-yl)-5-(1H-imidazol-1-yl)phenol